ClC1=C(C=CC(=C1)F)CC(=O)N1C[C@@H](CCC1)C(=O)O (R)-1-(2-(2-chloro-4-fluorophenyl)acetyl)piperidine-3-carboxylic acid